C(C)(C)C1=C(NC2=CC=C(C=C12)OC1CCN(CC1)C(C)C)C=1C=C(C=2N(C1)N=CN2)OC 6-(3-isopropyl-5-((1-isopropylpiperidin-4-yl)oxy)-1H-indol-2-yl)-8-methoxy-[1,2,4]triazolo[1,5-a]pyridine